2-(((1R)-1-(2-cyano-3-(6-(4-cyanophenyl)-3,6-diazabicyclo[3.1.1]heptan-3-yl)-7-methylquinoxalin-5-yl)ethyl)amino)benzoic acid C(#N)C1=NC2=CC(=CC(=C2N=C1N1CC2N(C(C1)C2)C2=CC=C(C=C2)C#N)[C@@H](C)NC2=C(C(=O)O)C=CC=C2)C